N-(1,1-difluoropropan-2-yl)-5-((6-(3,3-dimethyl-2-oxo-1-((1s,3s)-3-(piperidin-1-yl)cyclobutyl)indolin-6-yl)-3-isopropyl-3H-imidazo[4,5-c]pyridin-4-yl)amino)-2-methylbenzamide FC(C(C)NC(C1=C(C=CC(=C1)NC1=NC(=CC2=C1N(C=N2)C(C)C)C2=CC=C1C(C(N(C1=C2)C2CC(C2)N2CCCCC2)=O)(C)C)C)=O)F